BrC1=C(C=CC=C1)C(CO)(F)F 2-(2-bromophenyl)-2,2-difluoroethanol